6-(4,4-difluoropiperidin-1-yl)-5-methoxypicolinic acid methyl ester COC(C1=NC(=C(C=C1)OC)N1CCC(CC1)(F)F)=O